C(C)(C)(C)[C@H](NC(COCCOCCO[Si](C(C)(C)C)(C1=CC=CC=C1)C1=CC=CC=C1)=O)C(=O)N1[C@@H](C[C@H](C1)O)C(=O)NCC1=CC=C(C=C1)C1=C(N=CS1)C (2S,4R)-1-((S)-14-(tert-butyl)-2,2-dimethyl-12-oxo-3,3-diphenyl-4,7,10-trioxa-13-aza-3-silapentadecan-15-oyl)-4-hydroxy-N-(4-(4-methylthiazol-5-yl)benzyl)pyrrolidine-2-carboxamide